C(#N)C1=C(C=CC(=C1)F)C1=CC=C(C=C1)O[C@H]1[C@H](COC1)NS(=O)(=O)C(C)C N-{(3S,4S)-4-[(2'-cyano-4'-fluorobiphenyl-4-yl)oxy]tetra-hydrofuran-3-yl}propane-2-sulfonamide